C(#N)C1=CC=C(C(=O)C2=CC=C(OCC(=O)NC=3C=NC=CC3)C=C2)C=C1 2-(4-(4-cyanobenzoyl)phenoxy)-N-(pyridin-3-yl)acetamide